C(C(=C)C)(=O)OCCC(C)C iso-pentyl methacrylate